cis-4-fluoro-5-((5-(3-((4-phenylpyridazin-3-yl)oxy)cyclopentyl)-1H-pyrazol-3-yl)amino)-2,3-dihydrobenzo[d]isothiazole 1,1-dioxide FC1=C(C=CC2=C1CNS2(=O)=O)NC2=NNC(=C2)[C@@H]2C[C@@H](CC2)OC=2N=NC=CC2C2=CC=CC=C2